1-[(5-chloro-3-pyridinyl)methyl]-6-(2-fluoro-3-methyl-phenyl)-3-methyl-imidazo[4,5-b]pyridin-2-one ClC=1C=C(C=NC1)CN1C(N(C2=NC=C(C=C21)C2=C(C(=CC=C2)C)F)C)=O